4-(1-(6-(difluoromethyl)pyridin-3-yl)cyclopropyl)-3-methyl-N-(1-(1H-1,2,4-triazol-3-yl)ethyl)-1H-pyrrole-2-carboxamide FC(C1=CC=C(C=N1)C1(CC1)C=1C(=C(NC1)C(=O)NC(C)C1=NNC=N1)C)F